C(C1=CC=CC=C1)(=O)OC(C1=C(C=CC=C1)C)C=1N(C=2CC(CC(C2C1)=O)(C)C)C1=CC=CC=C1 (6,6-dimethyl-4-oxo-1-phenyl-4,5,6,7-tetrahydro-1H-indol-2-yl)(o-tolyl)methyl benzoate